2-methyl-2H,8H-pyrazolo[3,4-b]indole CN1N=C2NC3=CC=CC=C3C2=C1